C(C)(C)(C)OC(=O)N1CCC(CC1)(F)CNC=1C=2N(C=C(N1)C1=CC=NC=C1)C(=C(N2)C(N)=O)C 4-[(2-Carbamoyl-3-methyl-6-pyridin-4-yl-imidazo[1,2-a]pyrazin-8-ylamino)-methyl]-4-fluoro-piperidine-1-carboxylic acid tert-butyl ester